3,3'-(1,4-Phenylenedimethylene)bis(7,7-dimethyl-2-oxobicyclo-[2.2.1]hept-1-ylmethanesulfonic acid) C1(=CC=C(C=C1)CC1C(C2(CCC1C2(C)C)CS(=O)(=O)O)=O)CC2C(C1(CCC2C1(C)C)CS(=O)(=O)O)=O